ClC1=C(C=CC=C1)SC(=CC(=O)NC1=CC=CC=C1)F 3-((2-chlorophenyl)thio)-3-fluoro-N-phenylacrylamide